8-(4-chloro-1,2,6-trimethyl-1H-benzo[d]imidazol-5-yl)-3-(3,5-difluoro-4-((E)-4-(((1r,4r)-4-methoxycyclohexyl)amino)but-2-enamido)benzoyl)-N,N-dimethylindolizine-1-carboxamide ClC1=C(C(=CC=2N(C(=NC21)C)C)C)C2=CC=CN1C(=CC(=C21)C(=O)N(C)C)C(C2=CC(=C(C(=C2)F)NC(\C=C\CNC2CCC(CC2)OC)=O)F)=O